ClC=1C(N(N=CC1NC[C@H]1COCCC1)[C@H]1CC(N(CC1)C1=CC(=CC(=C1)F)F)=O)=O 4-chloro-2-((R)-1-(3,5-difluorophenyl)-2-oxopiperidin-4-yl)-5-((((S)-tetrahydro-2H-pyran-3-yl)methyl)amino)pyridazin-3(2H)-one